N-(4-methyl-3-pyridin-2-ylphenyl)-3,4-dihydro-1H-isoquinoline-2-carboxamide CC1=C(C=C(C=C1)NC(=O)N1CC2=CC=CC=C2CC1)C1=NC=CC=C1